C(N)(=O)C=1C(=NC(=CN1)N1CCCCC1)NC1=CC=C(C=C1)C1CCN(CC1)C1CN(C1)C(CNCCNC(OC(C)(C)C)=O)=O tert-butyl (2-((2-(3-(4-(4-((3-carbamoyl-6-(piperidin-1-yl)pyrazin-2-yl)amino)phenyl) piperidin-1-yl)azetidin-1-yl)-2-oxoethyl)amino)ethyl)carbamate